3-(3-(tert-butylsulfanyl)-1-(4-chlorobenzyl)-5-methoxy-1H-indol-2-yl)-2,2-dimethylpropanoic acid C(C)(C)(C)SC1=C(N(C2=CC=C(C=C12)OC)CC1=CC=C(C=C1)Cl)CC(C(=O)O)(C)C